3-methyl-2-hexanone CC(C(C)=O)CCC